methyl 3-bromo-1-(1-ethoxyethyl)-1H-thieno[2,3-c]-pyrazole-5-carboxylate BrC=1C2=C(N(N1)C(C)OCC)SC(=C2)C(=O)OC